bis-indacene C1(=CC=C2C=C3C=CC=C3C=C12)C1=CC=C2C=C3C=CC=C3C=C12